CN1C(C(C2=CC=C(C=C12)[N+](=O)[O-])=O)=O 1-methyl-6-nitroindolin-2,3-dione